(4-amino-2,5-difluorophenyl) dimethylphosphino oxide CP(C)OC1=C(C=C(C(=C1)F)N)F